C(N)(=O)C=1C(=NC(=C(N1)CC)C1CC1)NC=1C=C(CCNC(C(C)N(C(C=CCOC(NC)=O)=O)C)=O)C=CC1 (4-((1-((3-((3-carbamoyl-6-cyclopropyl-5-ethylpyrazin-2-yl)amino) phenethyl)amino)-1-oxopropan-2-yl)(methyl)amino)-4-oxobut-2-en-1-yl)(methyl)carbamate